2-[4-(4-chlorophenoxy)-2-trifluoromethyl-phenyl]-1-[1,2,4]triazole-1-yl-propan-2-ol ClC1=CC=C(OC2=CC(=C(C=C2)C(CN2N=CN=C2)(C)O)C(F)(F)F)C=C1